N=1C=CN2C1C=CC(=C2)C=2NC1=CC=C(C=C1C2C(C)C)C2CCN(CC2)CC(=O)NC 2-(4-(2-(imidazo[1,2-a]pyridin-6-yl)-3-isopropyl-1H-indol-5-yl)piperidin-1-yl)-N-methylacetamide